(1R,2R,3S,4R,5S)-N-(6-chloro-5-(trifluoromethyl)pyridin-2-yl)-5-hydroxy-3-(3-(trifluoromethyl)phenyl)-7-oxabicyclo[2.2.1]heptane-2-carboxamide ClC1=C(C=CC(=N1)NC(=O)[C@H]1[C@H]2C[C@@H]([C@@H]([C@@H]1C1=CC(=CC=C1)C(F)(F)F)O2)O)C(F)(F)F